2-amino-3-sulfopropanoic acid (cysteate) N[C@@H](CS(=O)(O)=O)C(=O)O.NC(C(=O)O)CS(=O)(=O)O